tert-Butyl N-[[6-(5-cyano-3-fluoropyridin-2-yl)pyridin-3-yl]methyl]carbamate C(#N)C=1C=C(C(=NC1)C1=CC=C(C=N1)CNC(OC(C)(C)C)=O)F